C(CC)(=O)N[C@@H]1CC2=C(N=CS2)CC1 (S)-6-propionylamino-4,5,6,7-tetrahydrobenzothiazole